CN1CCC(CC1)(C)C1=CC=CC(=N1)NC=1C2=C(C(=NC1)C1=C3C(=NC=C1)N(C=C3)C)CNC2=O 7-((6-(1,4-dimethylpiperidin-4-yl)pyridin-2-yl)amino)-4-(1-methyl-1H-pyrrolo[2,3-b]pyridin-4-yl)-2,3-dihydro-1H-pyrrolo[3,4-c]pyridin-1-one